FC1=C(C=CC(=C1COC=1C(=C2C(=NC1)NN=C2C)N2CCCCC2)F)NS(=O)(=O)C=2C(=NC=C(C2)F)OC N-[2,4-difluoro-3-([[3-methyl-4-(piperidin-1-yl)-1H-pyrazolo[3,4-b]pyridin-5-yl]oxy]methyl)phenyl]-5-fluoro-2-methoxypyridine-3-sulfonamide